2-amino-3-(p-methylphenyl)propanol NC(CO)CC1=CC=C(C=C1)C